2-(3-(2-fluoro-4-methoxyphenyl)-6-oxopyridazin-1(6H)-yl)-N-(3-fluorobenzyl)acetamide FC1=C(C=CC(=C1)OC)C1=NN(C(C=C1)=O)CC(=O)NCC1=CC(=CC=C1)F